(E)-3-(2-fluoro-4-(5-(((1R,2S,3S,5S)-2-fluoro-1,5-dimethyl-8-azabicyclo[3.2.1]octan-3-yl)(methyl)amino)pyrazin-2-yl)-5-hydroxyphenyl)-N-methylacrylamide FC1=C(C=C(C(=C1)C1=NC=C(N=C1)N(C)[C@@H]1[C@@H]([C@]2(CC[C@@](C1)(N2)C)C)F)O)/C=C/C(=O)NC